(Z)-3,13-octadecadien-1-ol C(C\C=C/CCCCCCCCC=CCCCC)O